C(C)OS(=O)(=O)[O-].C(C)[NH+]1CCOCC1 N-ethyl-morpholinium ethyl-sulfate